FC=1C=C2C=3C=C(C=CC3NC2=C(C1)NC)C=1C=C(C=CC1)CC(=O)O 2-(3-(6-fluoro-8-(methylamino)-9H-carbazol-3-yl)phenyl)acetic acid